8-Vinyl-2H-benzo[b][1,4]oxazin-3(4H)-one C(=C)C1=CC=CC2=C1OCC(N2)=O